F[B-](F)(F)F.C12C3C(C(C=C1)C2)C(N(C3=O)OC(=[N+](C)C)N(C)C)=O O-(5-Norbornene-2,3-dicarboximido)-N,N,N',N'-tetramethyluronium tetrafluoroborate